N,N-dimethylcarbamoyl disulfide CN(C(=O)SSC(N(C)C)=O)C